[N+](=O)([O-])C1=C(C=CC=C1)NN (2-Nitrophenyl)-hydrazine